Cl.Cl.N[C@@H](CCCCN)C(=O)N[C@@H](CCC(=O)OCCCCCCCC\C=C/CCCCCCCC)C(=O)OCCCCCCCC\C=C/CCCCCCCC Di((Z)-octadec-9-en-1-yl) L-lysyl-L-glutamate, dihydrochloride